N-(2-(cyclohept-1-en-1-yl)ethyl)-N-phenyl-4-(trifluoromethyl)benzenesulfonamide C1(=CCCCCC1)CCN(S(=O)(=O)C1=CC=C(C=C1)C(F)(F)F)C1=CC=CC=C1